O1C=2C(OCC1CCCCCCS(=O)(=O)O)=CSC2 6-(2,3-dihydro-thieno[3,4-b][1,4]dioxin-2-yl)hexane-1-sulfonic acid